[(4-{5-[5-fluoro-6-(2-methoxyethoxy)-1H-indazol-3-yl]-1,2-oxazol-3-yl}phenyl)imino]dimethyl-lambda6-sulfanone FC=1C=C2C(=NNC2=CC1OCCOC)C1=CC(=NO1)C1=CC=C(C=C1)N=S(=O)(C)C